triethylene glycol bis[beta-(3-tert-butyl-4-hydroxy-5-methylphenyl) propionate] C(C)(C)(C)C=1C=C(C=C(C1O)C)CCC(=O)OCCOCCOCCOC(CCC1=CC(=C(C(=C1)C)O)C(C)(C)C)=O